OC1=CC=C(C=C1)/C(=C(\CC)/C1=CC=CC=C1)/C1=CC=C(OC2CC(C2)CCN2CCN(CC2)C=2C=C3CN(C(C3=CC2)=O)C2C(NC(CC2)=O)=O)C=C1 (Z)-3-(5-(4-(2-(3-(4-(1-(4-hydroxyphenyl)-2-phenylbut-1-en-1-yl)phenoxy)cyclobutyl)ethyl)piperazin-1-yl)-1-oxoisoindolin-2-yl)piperidine-2,6-dione